CN1CC(CC1)C=1C=CC=2N(C1)N=CC2N2CCN(CC2)C(=O)OC(C)(C)C tertbutyl 4-(6-(1-methylpyrrolidin-3-yl)pyrazolo[1,5-a]pyridin-3-yl)piperazine-1-carboxylate